4-((8-(trifluoromethoxy)quinolin-5-yl)amino)piperidine-1-carboxylic acid tert-butyl ester C(C)(C)(C)OC(=O)N1CCC(CC1)NC1=C2C=CC=NC2=C(C=C1)OC(F)(F)F